FC1(OC2=C(O1)C=CC(=C2)N(C(=O)C=2C=C(C=CC2)N2N=C(C=1CCCC(C21)OC=2C=C(C=NC2)C(=O)OC)C(F)(F)F)C)F methyl 5-[[1-[3-[(2,2-difluoro-1,3-benzodioxol-5-yl)-methyl-carbamoyl]phenyl]-3-(trifluoromethyl)-4,5,6,7-tetrahydroindazol-7-yl]oxy]pyridine-3-carboxylate